ethyl (S)-2-((tert-butyldimethylsilyl)oxy)-3-(2-((2-(2-fluorophenyl)pyrimidin-4-yl)methoxy)phenyl)propanoate [Si](C)(C)(C(C)(C)C)O[C@H](C(=O)OCC)CC1=C(C=CC=C1)OCC1=NC(=NC=C1)C1=C(C=CC=C1)F